(S)-(1-(2-(1H-indol-3-yl)ethyl)-6,7-dimethoxy-3,4-dihydroisoquinoline-2(1H)-yl)(pyridin-4-yl)meth-anone N1C=C(C2=CC=CC=C12)CC[C@@H]1N(CCC2=CC(=C(C=C12)OC)OC)C(=O)C1=CC=NC=C1